4-chloro-2-methyl-pyrido[3,4-d]pyridazin-1-one ClC1=NN(C(C2=C1C=NC=C2)=O)C